(2R,3R,4S,5R)-2-[6-amino-2-[2-(1H-indol-3-yl)ethoxy]purin-9-yl]-5-ethyloxolane-3,4-diol NC1=C2N=CN(C2=NC(=N1)OCCC1=CNC2=CC=CC=C12)[C@@H]1O[C@@H]([C@H]([C@H]1O)O)CC